CC1=C(/C=C/C(=O)O)C=CC=C1 (E)-2-Methylcinnamic acid